C(C1=CC=CC=C1)(=O)O[C@H]1[C@H](O)O[C@@H]([C@H]1OC(C1=CC=CC=C1)=O)COC(C1=CC=CC=C1)=O 2,3,5-tri-O-benzoyl-beta-D-ribofuranose